FC1=C(N=C(C2=C1N=C(N=C2N2C[C@@H](CCC2)O)OC[C@H]2N(CCC2)C)C)C2=CC(=CC1=CC=C(C(=C21)C#C[Si](C(C)C)(C(C)C)C(C)C)F)O (R)-1-(8-fluoro-7-(7-fluoro-3-hydroxy-8-((triisopropylsilyl)ethynyl)naphthalene-1-yl)-5-methyl-2-(((S)-1-methylpyrrolidin-2-yl)methoxy)pyrido[4,3-d]pyrimidin-4-yl)piperidin-3-ol